tert-butyl (R)-3-ethylpiperidine-1-carboxylate C(C)[C@H]1CN(CCC1)C(=O)OC(C)(C)C